lithium (R)-3-(3-(methylamino)pyrrolidin-1-yl)pyrazine-2-carboxylate CN[C@H]1CN(CC1)C=1C(=NC=CN1)C(=O)[O-].[Li+]